3-(6-chloro-1H-1,3-benzodiazol-2-yl)-5-(3-fluoro-5-methylphenyl)pyridin ClC=1C=CC2=C(NC(=N2)C=2C=NC=C(C2)C2=CC(=CC(=C2)C)F)C1